N-(1H-indol-3-yl)-3,3-dimethyl-2-oxo-1-((1-phenylpiperidin-4-yl)methyl)indoline-6-carboxamide N1C=C(C2=CC=CC=C12)NC(=O)C1=CC=C2C(C(N(C2=C1)CC1CCN(CC1)C1=CC=CC=C1)=O)(C)C